1,2,4-tris(bromoethoxy)benzene BrCCOC1=C(C=C(C=C1)OCCBr)OCCBr